(3R,3aR,6S,6aR)-6-[2-[tert-butyl(diphenyl)silyl]oxyethoxy]-2,3,3a,5,6,6a-hexahydrofuro[3,2-b]furan-3-ol [Si](C1=CC=CC=C1)(C1=CC=CC=C1)(C(C)(C)C)OCCO[C@H]1CO[C@H]2[C@@H]1OC[C@H]2O